COC1=C(C(=O)O)C(=CC(=N1)C)C 2-methoxy-4,6-dimethylnicotinic acid